azelaic acid diMethyl ester COC(CCCCCCCC(=O)OC)=O